C(#N)C1=C(C=C(C=C1)NC([C@H](COC1=CC=C(C=C1)C#N)C)=O)C(F)(F)F (S)-1-((4-cyano-3-(trifluoromethyl)phenyl)amino)-3-(4-cyanophenoxy)-2-methyl-1-oxopropane